C(C1=CC=CC=C1)OC1=C2C[C@H](N(CC2=CC=C1OC)C=1OC2=C(N1)C=C(C=C2)F)C(=O)OC Methyl (S)-5-(benzyloxy)-2-(5-fluorobenzo[d]oxazol-2-yl)-6-methoxy-1,2,3,4-tetrahydroisoquinoline-3-carboxylate